2-(1-(5-acetyl-6-oxo-1,6-dihydropyridin-3-yl)ethoxy)isoindoline C(C)(=O)C1=CC(=CNC1=O)C(C)ON1CC2=CC=CC=C2C1